silicon-aluminium [Al].[Si]